octadecane-1-ol C(CCCCCCCCCCCCCCCCC)O